N-(2,2,2-trifluoroethyl)pyrimidin-2-amine FC(CNC1=NC=CC=N1)(F)F